N-(4-methoxybenzyl)-2-(6-methylpyridin-3-yl)benzo[d]thiazole-6-carboxamide COC1=CC=C(CNC(=O)C2=CC3=C(N=C(S3)C=3C=NC(=CC3)C)C=C2)C=C1